C1(=CC=CC=C1)S(=O)(=O)N1C=CC=2C1=NC=C(C2)C#N 1-(phenylsulfonyl)-1H-pyrrolo[2,3-b]pyridin-5-carbonitrile